C(C1=CC=CC=C1)OC=1C(=CC(=C(C1)CCNC(OC(C)(C)C)=O)C(\C=C\C1=C(C=C(C(=C1)OCOC)OC)C)=O)OC tert-Butyl {2-[5-(benzyloxy)-4-methoxy-2-{(2E)-3-[4-methoxy-5-(methoxymethoxy)-2-methylphenyl]prop-2-enoyl}phenyl]ethyl}carbamate